CN1C2=C(N(C(C1=O)=O)C1CCN(CC1)CC1=CC=C(C=C1)OC(F)(F)F)N=CC(=C2)C#N 1-methyl-2,3-diketo-4-(1-(4-(trifluoromethoxy)benzyl)piperidin-4-yl)-1,2,3,4-tetrahydropyrido[2,3-b]pyrazine-7-carbonitrile